N-((R)-1-(2-((S)-(4,4-Difluorocyclohexyl)(2-((R*)-2,2-difluorocyclopropyl)acetamido)methyl)-1H-benzo[d]imidazol-5-yl)ethyl)-4,4,4-trifluorobutanamide FC1(CCC(CC1)[C@@H](C1=NC2=C(N1)C=CC(=C2)[C@@H](C)NC(CCC(F)(F)F)=O)NC(C[C@H]2C(C2)(F)F)=O)F |o1:31|